[(2R,3S,4R,5R)-5-[2-cyano-4-(4,4-difluoro-1-piperidyl)pyrrolo-[2,3-d]pyrimidin-7-yl]-3,4-dihydroxy-tetrahydrofuran-2-yl]-methoxymethylphosphonic acid C(#N)C=1N=C(C2=C(N1)N(C=C2)[C@H]2[C@@H]([C@@H]([C@@H](O2)C(OC)P(O)(O)=O)O)O)N2CCC(CC2)(F)F